C(C)OC1=NC=CC=C1B(O)O 2-ethoxypyridin-3-ylboronic acid